4-(2,6-dimethoxypyridin-3-yl)benzoic acid COC1=NC(=CC=C1C1=CC=C(C(=O)O)C=C1)OC